COC(C1=C(C(=CC(=C1)Cl)OC)Br)=O.N1=CC=C(C=C1)C=1N=C(C2=C(N1)C=NC=C2)N2CCC1(CC(NC1)C(=O)N1CCCC1)CC2 (8-(2-(pyridin-4-yl)pyrido[3,4-d]pyrimidin-4-yl)-2,8-diazaspiro[4.5]decan-3-yl)(pyrrolidin-1-yl)methanone methyl-2-bromo-5-chloro-3-methoxybenzoate